dimethyl ((E)-2-((2R,3R,4R,5R)-5-(3-benzoyl-2,4-dioxo-3,4-dihydropyrimidin-1(2H)-yl)-4-(ethylthio)-3-hydroxytetrahydrofuran-2-yl)vinyl)phosphonate C(C1=CC=CC=C1)(=O)N1C(N(C=CC1=O)[C@H]1[C@@H]([C@@H]([C@H](O1)/C=C/P(OC)(OC)=O)O)SCC)=O